CC1(C(C1(C(=O)O)C(=O)O)C1=CC=C(C=C1)OC)C dimethyl-2-(4-methoxyphenyl)cyclopropane-1,1-dicarboxylic acid